N-(4-fluoro-2-methoxy-5-nitrophenyl)pyrimidin-4-amine FC1=CC(=C(C=C1[N+](=O)[O-])NC1=NC=NC=C1)OC